C(C)(C)(C)OC(=O)N(CC(=O)O)C1CCCCC1 2-{[(tert-butoxy)carbonyl](cyclohexyl)amino}acetic acid